C(=O)(OC(C)(C)C)N[C@@H](CC1=CC=CC=C1)C(=O)OC[C@@H]1[C@H]([C@@H]([C@H](C(O)O1)NC(CCC)=O)O)O 6-O-(N-Boc-L-phenylalanyl)-2-N-butyryl-D-glucosamine